ethyl 4-chloro-1-ethyl-5-(4-isopropylpyridin-3-yl)-1H-pyrazole-3-carboxylate ClC=1C(=NN(C1C=1C=NC=CC1C(C)C)CC)C(=O)OCC